1-methyl-2-oxo-4-{4-[4-(2-oxopyrrolidin-1-yl)phenoxy]piperidin-1-yl}-1,2-dihydroquinoline-3-carbonitrile CN1C(C(=C(C2=CC=CC=C12)N1CCC(CC1)OC1=CC=C(C=C1)N1C(CCC1)=O)C#N)=O